NC[C@@H](C(=O)[O-])OCCC(=O)OC (S)-3-Amino-2-(3-Methoxy-3-Oxopropoxy)Propanoate